2-(3-iodo-1-methyl-1H-indazol-6-yl)propan IC1=NN(C2=CC(=CC=C12)C(C)C)C